perfluoro(2-methoxy-ethyl vinyl) ether FC(=C(C(C(OC(F)(F)F)(F)F)(F)F)F)OC(=C(F)C(C(F)(F)OC(F)(F)F)(F)F)F